OCC1(CCC1)NC(=O)C1=C(OC2=C1C=C(C=C2)OCC2=C(N=CS2)C)C N-(1-(hydroxymethyl)cyclobutyl)-2-methyl-5-((4-methylthiazol-5-yl)methoxy)benzofuran-3-carboxamide